4-((2,5-dioxo-2,5-dihydro-1H-Pyrrol-1-yl)methyl)-N-(prop-2-yn-1-yl)cyclohexane-1-carboxamide O=C1N(C(C=C1)=O)CC1CCC(CC1)C(=O)NCC#C